((2S,3R,4R)-4-(3,4-dimethoxybenzyl)-2-(3,4-dimethoxyphenyl)tetrahydrofuran-3-yl)methylcinnamate COC=1C=C(C[C@@H]2[C@@H]([C@H](OC2)C2=CC(=C(C=C2)OC)OC)COC(C=CC2=CC=CC=C2)=O)C=CC1OC